4H-triazole-1-carboxamide N1(N=NCC1)C(=O)N